4-Chloro-2,3,5,6-tetrafluoro-N-[4-[(E)-3-[4-[2-hydroxyethyl(methyl)amino]phenyl]prop-2-enoyl]phenyl]benzamide ClC1=C(C(=C(C(=O)NC2=CC=C(C=C2)C(\C=C\C2=CC=C(C=C2)N(C)CCO)=O)C(=C1F)F)F)F